N-[(1S)-1-(dicyclopropylmethyl)-2-[4-(3,5-dimethyl-1H-pyrazol-4-yl)anilino]-2-oxo-ethyl]-2-(3-hydroxypropyl)pyrazole-3-carboxamide C1(CC1)C([C@@H](C(=O)NC1=CC=C(C=C1)C=1C(=NNC1C)C)NC(=O)C=1N(N=CC1)CCCO)C1CC1